C(CCCCCCC\C=C/CCCCCCCC)C(O)C(O)CO Oleyl-rac-glycerol